1-N'-(4-fluorophenyl)-1-N-[4-[7-[2-(4-methylpiperazin-1-yl)pyridin-4-yl]Quinolin-4-yl]Oxyphenyl]Cyclopropane-1,1-dicarboxamide hydrochloride Cl.FC1=CC=C(C=C1)NC(=O)C1(CC1)C(=O)NC1=CC=C(C=C1)OC1=CC=NC2=CC(=CC=C12)C1=CC(=NC=C1)N1CCN(CC1)C